CC=1C(NC=CC1)=O methyl-2-oxopyridin